OC1(CCOCC1)C1=C(C=CC=C1)C1CCN(CC1)C1CC2(CN(C2)C=O)CC1 (6-(4-(2-(4-hydroxytetrahydro-2H-pyran-4-yl)phenyl)piperidin-1-yl)-2-azaspiro[3.4]oct-2-yl)methanone